C(C1=CC=CC=C1)OC1=NC(=CC=C1N1C(N(C2=C1C=CC=C2N2CC(CCC2)OCC(=O)OC)C)=O)OCC2=CC=CC=C2 methyl 2-((1-(1-(2,6-bis(benzyloxy)pyridin-3-yl)-3-methyl-2-oxo-2,3-dihydro-1H-benzo[d]imidazol-4-yl)piperidin-3-yl)oxy)acetate